2-(4-Bromophenyl)-7-(trifluoromethyl)quinazoline-4-carboxylic acid BrC1=CC=C(C=C1)C1=NC2=CC(=CC=C2C(=N1)C(=O)O)C(F)(F)F